CC=1N=C(C2=C(N1)OC=C2C(=O)NC2=NC=C(N=C2)C2CCO2)NC2(CC2)C methyl-4-[(1-methylcyclopropyl)amino]-N-[5-(oxetan-4-yl)pyrazin-2-yl]furo[2,3-d]pyrimidine-5-carboxamide